N-(((S)-2,2-dimethyl-1,3-dioxolan-4-yl)methyl)-4-(2-((tetrahydro-2H-pyran-2-yl)oxy)-4-(trifluoromethyl)phenyl)phthalazin-1-amine CC1(OC[C@@H](O1)CNC1=NN=C(C2=CC=CC=C12)C1=C(C=C(C=C1)C(F)(F)F)OC1OCCCC1)C